N1=CN=CC=2C1=CSC2 thieno[3,4-d]-pyrimidine